NC1=NC(=NC=2N1N=C(N2)C=2OC=CC2)N2[C@@H](CCC2)C(=O)N2CCN(CC2)C(=O)NC=2C=C(C=CC2)C 4-((7-amino-2-(furan-2-yl)-[1,2,4]triazolo[1,5-a][1,3,5]triazin-5-yl)-L-prolyl)-N-(m-tolyl)piperazin-1-carboxamide